5-(2-(2-Chlorophenyl)pyrrolidin-1-yl)-3-fluoropyrazine-2-carboxylic acid ClC1=C(C=CC=C1)C1N(CCC1)C=1N=C(C(=NC1)C(=O)O)F